3-bromo-1-methyl-1H-1,2,4-triazol-5-amine BrC1=NN(C(=N1)N)C